[O-2].[Fe+2].[Cr+3].[Cu+2] Copper-Chromium-Iron Oxide